2-[2-(3-butoxyphenyl)-ethylamino]-N,N-dimethylacetamide C(CCC)OC=1C=C(C=CC1)CCNCC(=O)N(C)C